guaia-1(10),11-diene CC1CCC2=C(CCC(CC12)C(=C)C)C